BrC=1N=C(SC1)[C@H]([C@@H](CO)NC(OC(C)(C)C)=O)N1CC2(COC2)C1 tert-butyl ((1S,2S)-1-(4-bromothiazol-2-yl)-3-hydroxy-1-(2-oxa-6-azaspiro[3.3]heptan-6-yl)propan-2-yl)carbamate